O=C(CC(CC1=C(C=C(C(=C1)F)F)F)NC(OC(C)(C)C)=O)N1CC=2N(CC1)C(=NN2)C(F)(F)F tert-Butyl (4-oxo-4-(3-(trifluoromethyl)-5,6-dihydro-[1,2,4]triazolo[4,3-a]pyrazin-7(8H)-yl)-1-(2,4,5-trifluorophenyl)butan-2-yl)carbamate